BrC1=NC=CC=C1C=NS(=O)C(C)(C)C N-((2-bromopyridin-3-yl)methylene)-2-methylpropane-2-sulfinamide